FC1=CC=C(C=C1)N1N=C(N=C1C=1SC=CC1)CN1CCC(CC1)(C)C 1-((1-(4-fluorophenyl)-5-(thiophen-2-yl)-1H-1,2,4-triazol-3-yl)methyl)-4,4-dimethylpiperidine